O=C1C2(C=3C(=NC=CC3)N1COCC[Si](C)(C)C)CC1=C(NC=C1)C2 2'-oxo-1'-((2-(trimethylsilyl)ethoxy)methyl)-1',2',4,6-tetrahydro-1H-spiro[cyclopenta[b]pyrrole-5,3'-pyrrolo[2,3-b]pyridine]